C[C@H]1O[C@H](CC(C1)N1N=C(CC1=O)C)C 2-((2r,6s)-2,6-dimethyltetrahydro-2H-pyran-4-yl)-5-methyl-2,4-dihydro-3H-pyrazol-3-one